Cl.FC1(CNCCC1NC1=CC=C2C(=NN(C2=C1)C)C1C(NC(CC1)=O)=O)F 3-(6-((3,3-difluoropiperidin-4-yl)amino)-1-methyl-1H-indazol-3-yl)piperidine-2,6-dione hydrochloride salt